6-((methylamino)methyl)-2-iminooctanoic acid CNCC(CCCC(C(=O)O)=N)CC